FC=1C=C(CC=2C=C3C(=NNC3=CC2)NC(C2=C(C=C(C=C2)N2CCNCC2)NC2CCOCC2)=O)C=C(C1)F N-(5-(3,5-difluorobenzyl)-1H-indazol-3-yl)-4-(Piperazin-1-yl)-2-((tetrahydro-2H-pyran-4-yl)amino)benzamide